phenol, N-nitroso-N-(1-hydroxynaphthyl)ammonium salt N(=O)[NH2+]C1=C(C2=CC=CC=C2C=C1)O.C1(=CC=CC=C1)O